CC1=CC=C(O1)C(\C=C\C1=CC=C(C=C1)[N+](=O)[O-])=O (E)-1-(5-methylfuran-2-yl)-3-(4-nitrophenyl)prop-2-en-1-one